tert-butyl (S)-2-(2-(1-methyl-1H-pyrazol-5-yl)-7-(3-methyl-1H-pyrrolo[2,3-b]pyridin-5-yl)-1,2,3,4-tetrahydroisoquinolin-5-yl)pyrrolidine-1-carboxylate CN1N=CC=C1N1CC2=CC(=CC(=C2CC1)[C@H]1N(CCC1)C(=O)OC(C)(C)C)C=1C=C2C(=NC1)NC=C2C